N-(N,N-dimethylaminomethylene)amine CN(C)C=N